CN(C[C@H](C1=CC=CC=C1)NC(=O)N1C(C=2N(N=C(C2C1)NC(C1=CC=C(C=C1)[N+](=O)[O-])=O)C)(C)C)C (S)-N-(2-(dimethylamino)-1-phenylethyl)-1,6,6-trimethyl-3-(4-nitrobenzamido)-4,6-dihydropyrrolo[3,4-c]pyrazole-5(1H)-carboxamide